12-(4-hydroxy-4-(trifluoromethyl)piperidine-1-carboxamido)dodecanoic acid OC1(CCN(CC1)C(=O)NCCCCCCCCCCCC(=O)O)C(F)(F)F